FC=1C(=C(C=C2C=CC(=CC12)OCCC(CNC1=CC=C(C=C1)C1=CC2=C(N(C(N2C)=O)C2C(NC(CC2)=O)=O)C=C1)(C)C)O)N1S(NC(C1)=O)(=O)=O 3-[5-[4-[[4-[[8-fluoro-6-hydroxy-7-(1,1,4-trioxo-1,2,5-thiadiazolidin-2-yl)-2-naphthyl]oxy]-2,2-dimethyl-butyl]amino]phenyl]-3-methyl-2-oxo-benzimidazol-1-yl]piperidine-2,6-dione